BrC1=NC(=NC(=C1)OC)N 4-bromo-6-methoxypyrimidin-2-amine